1-[(4-fluoro-2-isopropyl-phenyl)carbamothioyl]-3-[4-[3-[1-[4-(trifluoromethoxy)phenyl]-1H-1,2,4-triazol-3-yl]phenyl]butyl]urea FC1=CC(=C(C=C1)NC(=S)NC(=O)NCCCCC1=CC(=CC=C1)C1=NN(C=N1)C1=CC=C(C=C1)OC(F)(F)F)C(C)C